C(#N)CCCN1CC2(CC2)[C@@H](C1)NC(OC(C)(C)C)=O (S)-tert-butyl (5-(3-cyanopropyl)-5-azaspiro[2.4]hept-7-yl)carbamate